2-(3-((2-((4-(4-(dimethylamino)piperidin-1-yl)-3-methoxyphenyl)amino)-5-methylthieno[2,3-d]pyrimidin-4-yl)amino)phenyl)-2-methylpropanenitrile CN(C1CCN(CC1)C1=C(C=C(C=C1)NC=1N=C(C2=C(N1)SC=C2C)NC=2C=C(C=CC2)C(C#N)(C)C)OC)C